8-bromo-7-(1-(1-ethoxyethyl)-1H-pyrazol-4-yl)-6-fluoro-[1,2,4]triazolo[1,5-a]pyridin-2-amine BrC=1C=2N(C=C(C1C=1C=NN(C1)C(C)OCC)F)N=C(N2)N